C(C1=CC=CC=C1)OC[C@@]1(C(C1)(F)F)COC=1N=C(C2=C(N1)CN(C2)C(=O)OC(C)(C)C)N2C[C@](CCC2)(C)O tert-butyl 2-(((R)-1-((benzyloxy)methyl)-2,2-difluorocyclopropyl)methoxy)-4-((R)-3-hydroxy-3-methylpiperidin-1-yl)-5,7-dihydro-6H-pyrrolo[3,4-d]pyrimidine-6-carboxylate